N-hydroxy-5-oxo-N-(4-((4-(4-(trifluoromethyl)piperidin-1-yl)phenyl)amino)benzyl)pyrrolidine-3-carboxamide ON(C(=O)C1CNC(C1)=O)CC1=CC=C(C=C1)NC1=CC=C(C=C1)N1CCC(CC1)C(F)(F)F